ClC=1C(=CC2=C(C[C@](O2)(C2=CC=CC=C2)CNC2CCC(CC2)NS(=O)(=O)C)C1C1=C(C(=O)N)C=CC(=C1F)OC(F)F)F 2-((2S,4S)-5-chloro-6-fluoro-2-(((4-(methylsulfonamido)cyclohexyl)amino)methyl)-2-phenyl-2,3-dihydrobenzofuran-4-yl)-4-(difluoromethoxy)-3-fluorobenzamide